3-chloro-1',2',3',6'-tetrahydro-[2,4'-bipyridine]-5-carboxylic acid methyl ester hydrochloride Cl.COC(=O)C=1C=C(C(=NC1)C=1CCNCC1)Cl